[V].NC(=O)OCC urethane VANADIUM